C(C)[C@H](C(=O)O)C1=C(C=CC=C1)OCC1=COC2=C1C=C(C=C2CN2C(CCC2)C(F)(F)F)Br.CC=2C(=NC=CC2)NC(O)=O.C21(C(CC(CC2)C1(C)C)O)C borneol (3-methylpyridin-2-yl)carbamate (S)-ethyl-2-(2-((5-bromo-7-((2-(trifluoromethyl)pyrrolidin-1-yl)methyl)benzofuran-3-yl)methoxy)phenyl)acetate